FC1=CC=C(C=C1)C=1C(C(=NN(C1)C1CC1)C(=O)O)=O 5-(4-fluorophenyl)-1-cyclopropyl-4-oxo-1,4-dihydropyridazine-3-carboxylic acid